3-phenyl-1-(4-trifluoromethoxyphenyl)-3,4-dihydro-1H-benzopyrano[4,3-d]pyrimidine C1(=CC=CC=C1)N1CN(C2=C(C1)COC1=C2C=CC=C1)C1=CC=C(C=C1)OC(F)(F)F